FC=1C=C2C(=C(N(C2=CC1COC)C)C(=O)OCC)C=O ethyl 5-fluoro-3-formyl-6-(methoxymethyl)-1-methyl-1H-indole-2-carboxylate